tert-butyl (Z)-2-((5-(3-((tert-butyldimethylsilyl)oxy)-2-fluorophenyl)-3-(2,6-difluorobenzyl)pyrazin-2-yl)amino)-3-(furan-2-yl)acrylate [Si](C)(C)(C(C)(C)C)OC=1C(=C(C=CC1)C=1N=C(C(=NC1)N\C(\C(=O)OC(C)(C)C)=C/C=1OC=CC1)CC1=C(C=CC=C1F)F)F